5,10,15-tris(4-(4,6-diphenyl-1,3,5-triazin-2-yl)phenyl)-10,15-dihydro-5H-diindolo[3,2-a:3',2'-c]carbazole C1(=CC=CC=C1)C1=NC(=NC(=N1)C1=CC=CC=C1)C1=CC=C(C=C1)N1C=2C=CC=CC2C=2C1=C1C(=C3C=4C=CC=CC4N(C23)C2=CC=C(C=C2)C2=NC(=NC(=N2)C2=CC=CC=C2)C2=CC=CC=C2)N(C=2C=CC=CC21)C2=CC=C(C=C2)C2=NC(=NC(=N2)C2=CC=CC=C2)C2=CC=CC=C2